6-fluoro-7-(2-oxa-6-azaspiro[3.3]hept-6-yl)-4-oxo-N-[1,1,1,2,2-pentafluoro-4,4-dimethylpent-3-yl]-1-(2,4,6-trifluorophenyl)-1,4-dihydro-1,8-naphthyridine-3-carboxamide FC=1C=C2C(C(=CN(C2=NC1N1CC2(COC2)C1)C1=C(C=C(C=C1F)F)F)C(=O)NC(C(C(F)(F)F)(F)F)C(C)(C)C)=O